ClC(OC1=CC=C(C=C1)NC(=O)C1=CC(=C2C3(C(NC2=C1)=O)COCC3)C3=CC=NN3)(F)F N-(4-(chlorodifluoromethoxy)phenyl)-2'-oxo-4'-(1H-pyrazol-5-yl)-4,5-dihydro-2H-spiro[furan-3,3'-indoline]-6'-carboxamide